ClC1=CC=C(S1)C(=O)NC=1SC2=C(C1C(=O)N)CCCC2 2-{[(5-chloro-2-thienyl)carbonyl]amino}-4,5,6,7-tetrahydro-1-benzothiophene-3-carboxamide